FC(C(=O)N1CC(C1)(NC=1C(=NC=CC1C)OC1=CC=C(C=C1)C(F)(F)F)C)=C 2-Fluoro-1-(3-methyl-3-((4-methyl-2-(4-(trifluoromethyl)phenoxy)pyridin-3-yl)amino)azetidin-1-yl)prop-2-en-1-one